FC(OC=1C=C(C=CC1)C1=CC(=C(S1)C)C(=O)NC1=NC(=NS1)CN1CCN(CC1)C)F 5-(3-(Difluoromethoxy)phenyl)-2-methyl-N-(3-((4-methylpiperazin-1-yl)methyl)-1,2,4-thiadiazol-5-yl)thiophene-3-carboxamide